(4-fluoro-3-nitro-phenyl)methanol FC1=C(C=C(C=C1)CO)[N+](=O)[O-]